[Na+].[Na+].[Na+].C(=O)([O-])CN([C@@H](C)C(=O)[O-])CC(=O)[O-] N,N-bis(carboxymethyl)-alanine, trisodium salt